2-(1,4-diazepan-1-yl)pyrimidin-4-amine N1(CCNCCC1)C1=NC=CC(=N1)N